NC=1N=NC(=CC1N1C[C@H]2CC[C@@H](C1)N2C=2C=C(NC1CCN(CC1)C(=O)OCC1=CC=CC=C1)C=CC2)Cl benzyl 4-[3-[(1R,5S)-3-(3-amino-6-chloro-pyridazin-4-yl)-3,8-diazabicyclo[3.2.1]octan-8-yl]anilino]piperidine-1-carboxylate